NCC(=O)N[C@@H](C)C1=CC=C(C=C1)OC(F)(F)F 2-amino-N-[(1S)-1-(4-trifluoromethoxy-phenyl)-ethyl]-acetamide